5-(hydroxymethyl)-1,3-dioxane-2-one OCC1COC(OC1)=O